2-(dodecyl-thiocarbonylthio)-2-methylpropanoic acid C(CCCCCCCCCCC)C(=S)SC(C(=O)O)(C)C